FC(C=1C(=C(C=CC1)[C@@H](C)NC1=C2C(=C(N=N1)C)N=CC(=C2)N2CCC1(COC1)CC2)F)F (R)-N-(1-(3-(difluoromethyl)-2-fluorophenyl)ethyl)-8-methyl-3-(2-oxa-7-azaspiro[3.5]nonane-7-yl)pyrido[2,3-d]pyridazin-5-amine